Cl.FC=1C=NC2=CC(=CC=C2C1)N1N=CN=C1CN [1-(3-fluoroquinolin-7-yl)-1H-1,2,4-triazol-5-yl]methanamine hydrochloride